O1C(=NN=C1)C=1C(=C2C(=NC1)NC=C2)NC2CC(C2)NS(=O)(=O)C2=CC(=CC=C2)C#N N-((1s,3s)-3-((5-(1,3,4-oxadiazol-2-yl)-1H-pyrrolo[2,3-b]pyridin-4-yl)amino)cyclobutyl)-3-cyanobenzenesulfonamide